OC1=C2C=CC(=CC2=CC=C1)C=C 5-hydroxy-2-vinylnaphthalene